cyclopropyl-3-(difluoromethyl)-5-((benzhydryl)amino)-N-methylpyridinecarboxamide C1(CC1)C1=C(C(=NC=C1NC(C1=CC=CC=C1)C1=CC=CC=C1)C(=O)NC)C(F)F